C(#N)C1=CC=C(C=C1)C(C)(CCC)C1=CC=C(C=C1)C#N 2,2-bis(4-cyanophenyl)pentane